5-(2-chloropyrimidin-4-yl)-3a-methylhexahydropyrrolo[3,4-c]pyrrole-2(1H)-carboxylic acid tert-butyl ester C(C)(C)(C)OC(=O)N1CC2CN(CC2(C1)C)C1=NC(=NC=C1)Cl